CS(=O)(C1=CC=C(C=C1)C1=NOC(=N1)C(F)(F)F)=NC1=CN=CS1 methyl(thiazol-5-ylimino)(4-(5-(trifluoromethyl)-1,2,4-oxadiazol-3-yl)phenyl)-λ6-sulfanone